NC1(CNCCC1)C 3-Amino-3-methylpiperidin